(S)-N-((R)-(3-chloro-2,4-difluorophenyl)(2-(2,2,2-trifluoroethoxy)thiazol-5-yl)methyl)-2-oxooxazolidine-5-carboxamide ClC=1C(=C(C=CC1F)[C@@H](NC(=O)[C@@H]1CNC(O1)=O)C1=CN=C(S1)OCC(F)(F)F)F